(2S)-3-(6-fluoro-3-methyl-[1,2,4]triazolo[4,3-a]pyridin-7-yl)-2-methyl-propyl methanesulfonate CS(=O)(=O)OC[C@H](CC1=CC=2N(C=C1F)C(=NN2)C)C